C(#N)C=1C(=NOC1NC(=O)C1=CC(=NN1[C@@H](C)C1=CC=CC=C1)C(=O)NC)C (S)-N5-(4-cyano-3-methylisoxazol-5-yl)-N3-methyl-1-(1-phenylethyl)-1H-pyrazole-3,5-dicarboxamide